C(C)(=O)NC[C@@H](C)C1=CC=C(C=C1)NC1=NC=NC2=CC(=C(C=C12)OC(C)=O)OC (s)-4-[4-(2-acetylamino-1-methylethyl)phenylamino]-7-methoxy-6-acetoxyquinazoline